NC1=NC=2N=CC(=CC2C2=C1COC2)C(=O)N2[C@@H](COCC2)C2=CC=C(C=C2)C(F)(F)F (4-amino-1,3-dihydrofuro[3,4-c][1,8]naphthyridin-8-yl)((3R)-3-(4-(trifluoromethyl)phenyl)-4-morpholinyl)methanone